S1C(=NC=C1)CN 1-(1,3-thiazol-2-yl)methanamine